12-chloro-10-fluoro-2-methyl-5-carbonyl-1,2,4a,5,6,7-hexahydro-8-oxa-3,5a,9,13c-tetraazanaphtho[3,2,1-de]anthracene-3(4H)-carboxylate ClC1=CC2=C3C=4N(CCOC4N=C2C(=C1)F)C(C1CN(C(CN13)C)C(=O)[O-])=C=O